ClC=1C=C2C(N(CN(C2=CC1)C1=C(C=C(C=C1)F)C)C1=C(NC(C=C1Cl)=O)C)=O 6-chloro-3-(4-chloro-2-methyl-6-oxo-1,6-dihydropyridin-3-yl)-1-(4-fluoro-2-methylphenyl)-2,3-dihydroquinazolin-4(1H)-one